4-[5-(4-chlorophenyl)-1-[2-(trifluoromethyl)phenyl]pyrrol-2-yl]-N-[2-(dimethylamino)ethyl]benzamide ClC1=CC=C(C=C1)C1=CC=C(N1C1=C(C=CC=C1)C(F)(F)F)C1=CC=C(C(=O)NCCN(C)C)C=C1